[Ca+2].FC1=CC=C(C=C1)C=1N(C(=C(C1C1=CC=CC=C1)C(=O)NC1=CC=C(C=C1)CO)C(C)C)CC[C@H](C[C@H](CC(=O)[O-])O)O.FC1=CC=C(C=C1)C=1N(C(=C(C1C1=CC=CC=C1)C(=O)NC1=CC=C(C=C1)CO)C(C)C)CC[C@H](C[C@H](CC(=O)[O-])O)O.FC1=CC=C(C=C1)C=1N(C(=C(C1C1=CC=CC=C1)C(=O)NC1=CC=C(C=C1)CO)C(C)C)CC[C@H](C[C@H](CC(=O)[O-])O)O.FC1=CC=C(C=C1)C=1N(C(=C(C1C1=CC=CC=C1)C(=O)NC1=CC=C(C=C1)CO)C(C)C)CC[C@H](C[C@H](CC(=O)[O-])O)O (3R,5R)-7-[2-(4-fluorophenyl)-5-isopropyl-3-phenyl-4-[(4-hydroxymethylphenylamino)carbonyl]-pyrrol-1-yl]-3,5-dihydroxyheptanoic acid, hemicalcium salt